C(C=C)(=O)NCCC[N+](C)(C)C 3-acrylamidopropyl-trimethyl-ammonium